6-(tert-butyl)-3-iodobenzo[b]thiophene C(C)(C)(C)C=1C=CC2=C(SC=C2I)C1